2-amino-1-(3-((4-fluorophenyl)amino)-8,8-dimethyl-2-(2,4,5-trifluorophenyl)-5,6-dihydroimidazo[1,2-a]pyrazin-7(8H)-yl)ethan-1-one NCC(=O)N1C(C=2N(CC1)C(=C(N2)C2=C(C=C(C(=C2)F)F)F)NC2=CC=C(C=C2)F)(C)C